4-{[2-(dimethylamino)ethyl]amino}-2-ethylquinolin-7-ol CN(CCNC1=CC(=NC2=CC(=CC=C12)O)CC)C